FC1=CN=C2C[C@@H](CNC2=C1)[C@@H](C1=CC=CC=C1)NCCC=1C=CC(=C(C1)CC(=O)O)C [5-(2-{[(S)-[(3S)-7-fluoro-1,2,3,4-tetrahydro-1,5-naphthyridin-3-yl](phenyl)methyl]amino}ethyl)-2-methylphenyl]acetic acid